ClC1=C(C=CC=C1)C(C(Cl)Cl)C1=CC=C(C=C1)Cl 1-(2-chlorophenyl)-1-(4-chlorophenyl)-2,2-dichloroethane